[(Z)-[amino-[3-(benzenesulfinyl)-5-chloro-2-pyridyl]methylene]amino] 4-methylbenzenesulfonate CC1=CC=C(C=C1)S(=O)(=O)O\N=C(\C1=NC=C(C=C1S(=O)C1=CC=CC=C1)Cl)/N